C1CCC2=C(C=3CCCC3C=C12)NC(=O)N=S(=O)(N)C1=CC=C(C=C1)CN1CCOCC1 N'-(1,2,3,5,6,7-hexahydro-s-indacen-4-ylcarbamoyl)-4-(morpholinomethyl)-benzenesulfonimidamide